2-(4-(8-chloro-3,4-dihydro-2H-spiro[benzo[b]oxepine-5,2'-benzo[d][1,3]dioxol]-4'-yl)-2,6-difluorobenzyl)-1-(2-methoxyethyl)-1H-benzo[d]imidazole-6-carboxylic acid ClC=1C=CC2=C(OCCCC23OC2=C(O3)C=CC=C2C2=CC(=C(CC3=NC4=C(N3CCOC)C=C(C=C4)C(=O)O)C(=C2)F)F)C1